FC=1C=C(C=NC1)C(C)NC=1C=C2C(=NNC2=CC1)C=CC1=NC=CC=C1 N-(1-(5-fluoropyridin-3-yl)ethyl)-3-(2-(pyridin-2-yl)vinyl)-1H-indazol-5-amine